cesium-rubidium salt [Rb].[Cs]